ClC1=C(C(=CC(=C1)Cl)Cl)OC(C1=CN=C(C(=C1)C(NC)=O)OCC1=CC=CC=C1)=O 6-(benzyloxy)-5-(methylcarbamoyl)nicotinic acid 2,4,6-trichlorophenyl ester